C1NCC12CCN(CC2)CC2CCN(CC2)C=2C=NN(C2)C2(CCC2)C(=O)NC2=C(C=C(C=C2)C(F)(F)F)Cl 1-(4-(4-((2,7-diazaspiro[3.5]non-7-yl)methyl)piperidin-1-yl)-1H-pyrazol-1-yl)-N-(2-chloro-4-(trifluoromethyl)phenyl)cyclobutane-1-carboxamide